N[C@@]1(CC2=CC=CC=C2CC1)C(=O)O (S)-2-Amino-1,2,3,4-tetrahydro-2-naphthalenecarboxylic acid